N-(3-((2-((4-methyl-2-(1-methylpiperidin-4-yl)oxazol-5-yl)amino)-5-(trifluoromethyl)pyrimidin-4-yl)amino)propyl)cyclobutanecarboxamide CC=1N=C(OC1NC1=NC=C(C(=N1)NCCCNC(=O)C1CCC1)C(F)(F)F)C1CCN(CC1)C